2-benzyl 3-methyl 4-allyl-4-methyl-6-oxo-2-azabicyclo[3.2.0]heptane-2,3-dicarboxylate C(C=C)C1(C(N(C2CC(C12)=O)C(=O)OCC1=CC=CC=C1)C(=O)OC)C